(2s,5r)-2-isopropyl-1,1-bis(2-methoxyvinyl)-5-methylcyclohexane C(C)(C)[C@H]1C(C[C@@H](CC1)C)(C=COC)C=COC